C(C)N1C=C(C(C2=CC(=C(N=C12)N1CCN(CC1)C1=NC=NC(=C1)OC1=CC=C(C=C1)[C@H](CN(C(C)=O)C)O)F)=O)C(=O)O (R)-1-Ethyl-6-fluoro-7-(4-(6-(4-(1-hydroxy-2-(N-methylacetamido)ethyl)phenoxy)pyrimidin-4-yl)piperazin-1-yl)-4-oxo-1,4-dihydro-1,8-naphthyridine-3-carboxylic acid